(4-(2,5-difluorophenyl)thiazol-2-yl)-2-(4-isobutylphenyl)-N-phenylpropionamide FC1=C(C=C(C=C1)F)C=1N=C(SC1)C(C(=O)NC1=CC=CC=C1)(C)C1=CC=C(C=C1)CC(C)C